S1C=CC2=C1[C@@H](OCC2)CNC (S)-(4,5-dihydro-thieno[2,3-c]pyran-7-yl)-N-methylmethanamine